(S)-5-(5-((1-(dimethylglycyl)piperidin-3-yl)oxy)-3-isopropyl-1H-indol-2-yl)-1,3-dimethylpyridin-2(1H)-one CN(CC(=O)N1C[C@H](CCC1)OC=1C=C2C(=C(NC2=CC1)C=1C=C(C(N(C1)C)=O)C)C(C)C)C